rac-(2r,3s,5r)-3-(3,4-difluoro-2-methoxyphenyl)-5-methyl-N-(3-methyl-1-(methylsulfonyl)-1H-pyrazol-4-yl)-5-(trifluoromethyl)tetrahydrofuran-2-carboxamide FC=1C(=C(C=CC1F)[C@H]1[C@@H](O[C@](C1)(C(F)(F)F)C)C(=O)NC=1C(=NN(C1)S(=O)(=O)C)C)OC |r|